(R)-6-(2,6-difluoro-3,5-dimethoxyphenyl)-N-(3,3-dimethylbut-2-yl)-2-(methylthio)pyrido[3,4-d]pyrimidine-8-amine FC1=C(C(=C(C=C1OC)OC)F)C1=CC2=C(N=C(N=C2)SC)C(=N1)N[C@H](C)C(C)(C)C